4-methoxy-2-methylbenzothioamide COC1=CC(=C(C(N)=S)C=C1)C